4-[(6Ar,10aR)-1-hydroxy-6,6,9-trimethyl-6a,7,10,10a-tetrahydrobenzo[c]chromen-3-yl]butyl nitrate [N+](=O)(OCCCCC1=CC(=C2[C@H]3[C@H](C(OC2=C1)(C)C)CC=C(C3)C)O)[O-]